Dichlorosilane Cl[SiH2]Cl